C(C)(C)(C)OC(=O)N[C@@H](CC1=CC=CC=C1)C(=O)N[C@@H](C)C(=O)OCC1=CC=C2C(=CNC2=C1)C(=O)[2H] (3-(Formyl-d)-1H-indol-6-yl)methyl (tert-butoxycarbonyl)-L-phenylalanyl-L-alaninate